ClC=1C=C(C=CC1)[C@H](C)NC(=O)C=1N=C(SC1)C#C (S)-N-(1-(3-chlorophenyl)ethyl)-2-ethynylthiazole-4-carboxamide